CC1=C(OC=2C=C(C=C(C2)C)B2OC(C(O2)(C)C)(C)C)C(=CC(=C1)[N+](=O)[O-])C 2-(3-(2,6-dimethyl-4-nitrophenoxy)-5-methylphenyl)-4,4,5,5-tetramethyl-1,3,2-dioxaborolane